C1(=CC=CC=C1)C(CC(=O)[O-])(CC(=O)[O-])CCCC 3-phenyl-3-n-butyl-glutarate